2-(3,5-Dichloro-1-methyl-indazol-4-yl)-1-[(1S,3R)-3-(hydroxymethyl)-1-methyl-5-(1-methylpyrazol-4-yl)-3,4-dihydro-1H-isochinolin-2-yl]ethanon ClC1=NN(C2=CC=C(C(=C12)CC(=O)N1[C@H](C2=CC=CC(=C2C[C@@H]1CO)C=1C=NN(C1)C)C)Cl)C